ClC=1C=C(C=CC1F)NC1=NC=NC2=CC(=C(C=C12)NC(\C=C\CN1CCCCC1)=O)OC (2E)-N-{4-[(3-chloro-4-fluorophenyl)amino]-7-methoxyquinazolin-6-yl}-4-(piperidin-1-yl)but-2-enamide